(2-cyano-2-(2-(4-(4-hydroxy-3-(allyl)benzyl)-3,5-dimethyl-phenyl)-hydrazono)acetyl)carbamic acid ethyl ester C(C)OC(NC(C(=NNC1=CC(=C(C(=C1)C)CC1=CC(=C(C=C1)O)CC=C)C)C#N)=O)=O